2-[(2-cyanophenyl)(phenyl)methoxy]-5-methoxy-1-methyl-N-(1,2-oxazol-4-yl)-6-oxopyrimidine-4-carboxamide C(#N)C1=C(C=CC=C1)C(OC=1N(C(C(=C(N1)C(=O)NC=1C=NOC1)OC)=O)C)C1=CC=CC=C1